CN(C1(CCC2(CN(C(N2)=O)C=2C=NC(=NC2)C2=C3CC(NC3=CC=C2)=O)CC1)C1=CC=CC=C1)C cis-8-dimethylamino-3-[2-(2-oxo-1,3-dihydro-indol-4-yl)-pyrimidin-5-yl]-8-phenyl-1,3-diazaspiro[4.5]decan-2-one